4-oxo-1,4-dihydro[1,8]naphthyridine-3-carboxylic acid O=C1C(=CNC2=NC=CC=C12)C(=O)O